ClC1=NNC=C1C1=CC=C2C(=CN(C2=C1)CCN(C)C)C(=O)[C@H]1COC2=CC=C(C=C2C1)F (R)-[6-(3-Chloro-1H-pyrazol-4-yl)-1-[2-(dimethylamino)ethyl]indol-3-yl]-(6-fluorochroman-3-yl)methanone